C(C1=CC=CC=C1)OC=1C(=CC2=C(N(C([C@H]3N(C2=O)CC=C(C3)C3=CC=C(C=C3)S(NC)(=O)=O)O)C(=O)OCC=C)C1)OC allyl (6aS)-3-(benzyloxy)-6-hydroxy-2-methoxy-8-(4-(N-methylsulfamoyl)phenyl)-12-oxo-6,6a,7,10-tetrahydrobenzo[e]-pyrido-[1,2-a][1,4]diazepine-5(12H)-carboxylate